FC=1C=C(CCC=2C=C3C(=NNC3=CC2)C=CC2=NC=CC=C2)C=C(C1)F 5-(3,5-difluorophenethyl)-3-(2-(pyridin-2-yl)vinyl)-1H-indazole